6-chloro-3-(ethylsulfonyl)pyridine-2-carboxylic acid ClC1=CC=C(C(=N1)C(=O)O)S(=O)(=O)CC